C[Si](CCOCN1N=C(N=C1)S(=O)[O-])(C)C 1-(2-trimethylsilyl-ethoxymethyl)-1,2,4-triazole-3-sulfinate